C(N)(=O)CCCCC carbamoylpentan